(R)-3-(1-acetyl-4-ethoxypiperidin-4-yl)-8-(3-(bis(methyl-d3)amino)propan-1-yn-1-yl)-5-((1-(3-(Difluoromethyl)-2-fluorophenyl)ethyl)amino)-1,7-dimethyl-1,6-naphthyridine C(C)(=O)N1CCC(CC1)(OCC)C=1CN(C2=C(C(=NC(=C2C1)N[C@H](C)C1=C(C(=CC=C1)C(F)F)F)C)C#CCN(C([2H])([2H])[2H])C([2H])([2H])[2H])C